N-(9-amino-5,7-dihydrodibenzo[c,e]oxazepin-3-yl)pyridineamide NC1=CC2=C(C3=C(NOC2)C=C(C=C3)NC(=O)C3=NC=CC=C3)C=C1